(RS)-4-((6-(3-(difluoromethoxy)-4-fluorophenyl)-1H-pyrazolo[4,3-b]pyridin-1-yl)methyl)-3-methyloxazolidin-2-one FC(OC=1C=C(C=CC1F)C=1C=C2C(=NC1)C=NN2C[C@H]2N(C(OC2)=O)C)F |r|